C(#N)N[C@@H]1C[C@@H](CCC1)C(=O)NC=1SC(=CN1)C1CCCCC1 (1R,3S)-3-(cyanoamino)-N-(5-cyclohexyl-1,3-thiazol-2-yl)cyclohexane-1-carboxamide